(3-Fluoro-5-(1'-methyl-1'H-[1,4'-bipyrazole]-4-yl)phenyl)methylamine trifluoroacetate FC(C(=O)O)(F)F.FC=1C=C(C=C(C1)C=1C=NN(C1)C=1C=NN(C1)C)CN